(4-fluorophenyl)-N-{[4-(1-methyl-1H-imidazol-2-yl)-2,5-dioxoimidazolidin-4-yl]methyl}-2H-1,2,3-triazole-4-carboxamide FC1=CC=C(C=C1)N1N=CC(=N1)C(=O)NCC1(NC(NC1=O)=O)C=1N(C=CN1)C